2-(carbamoylmethyl)-5-(2,3-dichloro-6-methoxyphenyl)pyrrolidine-1-carboxylate C(N)(=O)CC1N(C(CC1)C1=C(C(=CC=C1OC)Cl)Cl)C(=O)[O-]